FC(C(=O)O)(F)F.FC(C(=O)O)(F)F.NCCNCC(=O)NCC=1C=CC(=C(C(=O)NC2=CC=C(C=C2)S(=O)(=O)N2CCN(CC2)C2=CC(=CC(=C2)Cl)Cl)C1)N(S(=O)(=O)C)C 5-[[[2-(2-Aminoethylamino)acetyl]amino]methyl]-N-[4-[4-(3,5-dichlorophenyl)piperazin-1-yl]sulfonylphenyl]-2-[methyl(methylsulfonyl)amino]benzamide bis-trifluoroacetate